5H-cyclopenta[d]pyrimidin-4-amine N1=CN=C(C2=C1C=CC2)N